N-[3-(2-[[(2R)-2-hydroxypropyl]amino]-6-(morpholin-4-yl)pyridin-4-yl)-4-methylphenyl]-3-(trifluoromethyl)-2,5-dihydropyrrole-1-carboxamide O[C@@H](CNC1=NC(=CC(=C1)C=1C=C(C=CC1C)NC(=O)N1CC(=CC1)C(F)(F)F)N1CCOCC1)C